FC=1C=NN(C1COC1=CC=C2C=C(NC2=C1)C)C.[K] potassium 6-((4-fluoro-1-methyl-1H-pyrazol-5-yl)methoxy)-2-methylindole